2-{2-amino-5-[4-(4-methyl-piperazine-1-carbonyl)-phenyl]-pyridin-3-yloxymethyl}-benzonitrile NC1=NC=C(C=C1OCC1=C(C#N)C=CC=C1)C1=CC=C(C=C1)C(=O)N1CCN(CC1)C